[(4S)-2-deuterio-4-(4-fluoro-1,3-benzothiazol-2-yl)-1,4,6,7-tetrahydroimidazo[4,5-c]pyridin-5-yl]-oxazol-5-yl-methanone [2H]C=1NC2=C([C@H](N(CC2)C(=O)C2=CN=CO2)C=2SC3=C(N2)C(=CC=C3)F)N1